3-chloro-9,9-dimethyl-8,9-dihydro-7H-pyrrolo[2,3-c][2,6]naphthyridine ClC1=NC=C2C3=C(N=CC2=C1)NCC3(C)C